NC1=C(C(=NC(=C1F)Cl)Cl)C(=O)O 4-Amino-2,6-dichloro-5-fluoro-pyridine-3-carboxylic acid